CC1=C(C2=CC3=NC(=CC4=C(C(=C([N-]4)C=C5C(=C(C(=N5)C=C1[N-]2)C=C)C)[C@H](CCCC(C)CCCC(C)CCCC(C)C)O)C)C(=C3CCC(=O)[O-])C=O)CCC(=O)[O-].[Fe+3] The molecule is a dicarboxylic acid anion obtained by deprotonation of the carboxy groups of ferriheme a3. Major structure at pH 7.3. It is a conjugate base of a ferriheme a3.